(3S,4S)-tert-butyl 3-((3,5-difluoro-6-(7-(1-trityl-1H-imidazol-5-yl)imidazo[1,2-a]pyridin-3-yl)pyridin-2-yl)amino)-4-fluoropiperidine-1-carboxylate FC=1C(=NC(=C(C1)F)C1=CN=C2N1C=CC(=C2)C2=CN=CN2C(C2=CC=CC=C2)(C2=CC=CC=C2)C2=CC=CC=C2)N[C@H]2CN(CC[C@@H]2F)C(=O)OC(C)(C)C